C(#N)C=1C=NN2C1C(=CC(=C2)OCC)C=2C=CC(=NC2)N2C[C@H](CC2)CNC(CC(C)C)=O (R)-N-((1-(5-(3-cyano-6-ethoxypyrazolo[1,5-a]pyridin-4-yl)pyridin-2-yl)pyrrolidin-3-yl)methyl)-3-methylbutanamide